1-(4-(3-(4,4,5,5-tetramethyl-1,3,2-dioxaborolan-2-yl)phenyl)piperidin-1-yl)ethanone CC1(OB(OC1(C)C)C=1C=C(C=CC1)C1CCN(CC1)C(C)=O)C